ClC1=CC=C(OC2=C(C=C(C=C2)S(=O)(=O)NC)C=2C=C3N(N2)CCC3)C=C1 4-(4-Chlorophenoxy)-3-(5,6-dihydro-4H-pyrrolo[1,2-b]pyrazol-2-yl)-N-methylbenzene-1-sulfonamide